2-amino-5-(4-(2-(3,5-difluorophenyl)-N,2-dihydroxyacetamido)-2-methyl-phenyl)-N-isopropylnicotinamide NC1=C(C(=O)NC(C)C)C=C(C=N1)C1=C(C=C(C=C1)N(C(C(O)C1=CC(=CC(=C1)F)F)=O)O)C